FC=1C=C2C=CN(C2=CC1)S(=O)(=O)C1=CC=C(C)C=C1 5-Fluoro-1-tosyl-1H-indole